1-((1R,2r,3S,5s,7s)-5-hydroxyadamantan-2-yl)-3-(2-hydroxyethyl)-3,7-dihydro-4H-pyrrolo[3',2':5,6]pyrido[3,4-d][1,2,3]diazaborinin-4-ol OC12C[C@H]3C([C@H](CC(C1)C3)C2)C=2C3=C(B(N(N2)CCO)O)C=NC2=C3C=CN2